C(C)(C)(C)OC(=O)N1C[C@@H]([C@H](CC1)O)C (3S,4S)-4-hydroxy-3-methyl-piperidine-1-carboxylic acid tert-butyl ester